3-(2-(4-bromophenyl) benzofuran-6-yl)-2-cyanoacrylate BrC1=CC=C(C=C1)C=1OC2=C(C1)C=CC(=C2)C=C(C(=O)[O-])C#N